1-bromo-3-hexene BrCCC=CCC